methyl 1-(4-bromo-2,6-dimethylphenyl)-4-cyano-1H-pyrazole-3-carboxylate BrC1=CC(=C(C(=C1)C)N1N=C(C(=C1)C#N)C(=O)OC)C